CC1=CC(=NC2=CC=CC=C12)C(C)O 1-(4-methylquinolin-2-yl)ethanol